COC1=CC(=C(C=C1)C(=O)C2=CC=CC=C2O)O 2-2'-dihydroxy-4-methoxybenzophenone